C(#C)C1=CC(=C(C=C1)NC1=C(C=2C(=NC=CC2)N1C)C(=O)NOCCO)F 2-((4-ethynyl-2-fluorophenyl)amino)-N-(2-hydroxyethoxy)-1-methyl-1H-pyrrolo[2,3-b]pyridine-3-carboxamide